triphenylphosphine copper(I) [Cu+].C1(=CC=CC=C1)P(C1=CC=CC=C1)C1=CC=CC=C1